CC(CCC1=C(C=C(C=C1)C1=NNC(OC1)=O)C(F)(F)F)(C)C 5-[4-(3,3-dimethylbutyl)-3-(trifluoromethyl)phenyl]-3,6-dihydro-2H-1,3,4-oxadiazin-2-one